4-[6-(2-Fluoro-6-trifluoromethyl-benzyl)-4-cyano-3-hydroxy-pyridin-2-yl]-4-oxo-butyric acid FC1=C(CC2=CC(=C(C(=N2)C(CCC(=O)O)=O)O)C#N)C(=CC=C1)C(F)(F)F